(1S,3S,5S)-2-((phenoxathiine-3-carbonyl)glycyl)-5-(thiazol-2-ylmethyl)-2-azabicyclo[3.1.0]hexane-3-carboxylic acid C1=CC(=CC=2OC3=CC=CC=C3SC12)C(=O)NCC(=O)N1[C@H]2C[C@]2(C[C@H]1C(=O)O)CC=1SC=CN1